6,6'-dichloro-5,5'-diaminobiphenyl ClC1=C(C=CC=C1C1=CC=CC(=C1Cl)N)N